C(C)C1=C(C(=CC=C1)CC)N1CC(C1)C1=CC(=C(CN2CCC(CC2)C(=O)OC)C(=C1)C)C methyl 1-(4-(1-(2,6-diethylphenyl)azetidin-3-yl)-2,6-dimethylbenzyl)piperidine-4-carboxylate